CC1=NC(=NC=C1)N1CCCC1 methyl-2-(pyrrolidin-1-yl)pyrimidine